CS(=O)(=O)C1=CC=C2C(=[N+]1[O-])CNC2 (methylsulfonyl)-6,7-dihydro-5H-pyrrolo[3,4-b]pyridine 1-oxide